tert-butyl 6,6-dimethyl-3-azabicyclo[3.1.0]hexane-3-carboxylate CC1(C2CN(CC12)C(=O)OC(C)(C)C)C